methyl (Z)-2-((tert-butoxycarbonyl)amino)-3-(2-chloro-4-hydroxyphenyl)acrylate C(C)(C)(C)OC(=O)N\C(\C(=O)OC)=C/C1=C(C=C(C=C1)O)Cl